((1-(benzylsulfonyl)piperidin-4-yl)amino)-6-ethynyl-8-((1R,2R)-2-hydroxy-2-methylcyclopentyl)pyrido[2,3-d]pyrimidin-7(8H)-one C(C1=CC=CC=C1)S(=O)(=O)N1CCC(CC1)NC=1N=CC2=C(N1)N(C(C(=C2)C#C)=O)[C@H]2[C@](CCC2)(C)O